ClC=1C=C(C2=C(OC3=C2C=CC=C3)C1)B(O)O (3-chlorodibenzo[b,d]furan-1-yl)boronic acid